FC(C(=O)O)(F)F.BrC=1C=C(C=C(C1)Cl)[C@H](CC(=O)OC)NC(CNC(=O)C1=CC(=C2C=NNC2=C1)NC=1NCC(CN1)F)=O methyl (3S)-3-(3-bromo-5-chlorophenyl)-3-(2-(4-((5-fluoro-1,4,5,6-tetrahydropyrimidin-2-yl)amino)-1H-indazole-6-carboxamido)acetamido)propanoate trifluoroacetate